C1(=CC=CC=C1)N1CN(C2=C(C1)C(OC1=C2C=CC=C1)=O)C1=C(C=C(C=C1)C)C 3-phenyl-1-(2,4-dimethylphenyl)-3,4-dihydro-1H-benzopyrano[4,3-d]pyrimidin-5(2H)-one